NC1=C2C(=NC=3CCCCC13)N(C=1C=CC(=CC12)OC)CCCCC 5-(11-amino-9-methoxy-1,2,3,4-tetrahydro-6H-indolo[2,3-b]quinolin-6-yl)pentane